C1(CC1)COC1=CC(=C(C=C1C1=CN(C(C2=CC=C(C=C12)C=1C=NN(C1)C)=O)C)NS(=O)(=O)CC)F N-[4-(cyclopropylmethoxy)-2-fluoro-5-[2-methyl-6-(1-methylpyrazol-4-yl)-1-oxoisoquinolin-4-yl]phenyl]ethanesulfonamide